ditertiary butyl-para-cresol C(C)(C)(C)C1=C(C(=CC=C1C)O)C(C)(C)C